CC=1OC2=C(C1C(=O)NC1CCN(CC1)CC(F)(F)F)C=C(C=C2)OCC2=C(N=CS2)C 2-methyl-5-((4-methylthiazol-5-yl)methoxy)-N-(1-(2,2,2-trifluoroethyl)piperidin-4-yl)benzofuran-3-carboxamide